2-[2-(cyclopropylmethyl)-6-methyl-phenyl]-4,4,5,5-tetramethyl-1,3,2-dioxaborolane C1(CC1)CC1=C(C(=CC=C1)C)B1OC(C(O1)(C)C)(C)C